C1=CC=CC=2C3=CC=CC=C3N(C12)C1=CC=C(C=C1)P(C1=CC=CC=C1)=O 4-(N-carbazolyl)phenyl-phenylphosphine oxide